3-(4-fluoro-1-oxo-5-(((1R,2S)-2-((tetrahydrofuran-3-yl)amino)cyclohexyl)methyl)isoindolin-2-yl)piperidine-2,6-dione FC1=C2CN(C(C2=CC=C1C[C@@H]1[C@H](CCCC1)NC1COCC1)=O)C1C(NC(CC1)=O)=O